Methyl 6-[(3,5-di-tert-butylphenyl)amino]pyridine-3-carboxylate C(C)(C)(C)C=1C=C(C=C(C1)C(C)(C)C)NC1=CC=C(C=N1)C(=O)OC